5-((2-Chloropyridin-4-yl)amino)-2-methylimidazo[1,2-c]quinazoline-8-carboxylic acid ClC1=NC=CC(=C1)NC1=NC=2C=C(C=CC2C=2N1C=C(N2)C)C(=O)O